CP(OC1=CC=C(C=C1)OC)([O-])=O (4-methoxyphenyl) methylphosphonate